1-((1S,4S)-5-(4-((2,3-difluoro-4-(1-methylcyclobutoxy)phenyl)amino)pyrido[3,2-d]pyrimidin-6-yl)-2,5-diazabicyclo[2.2.1]heptan-2-yl)prop-2-en-1-one FC1=C(C=CC(=C1F)OC1(CCC1)C)NC=1C2=C(N=CN1)C=CC(=N2)N2[C@@H]1CN([C@H](C2)C1)C(C=C)=O